2,4-dihydro-1H-3,1-benzoxazine-2,4-dione N1C(OC(C2=C1C=CC=C2)=O)=O